N-ethyl-4-(1-(methylamino)ethyl)isoquinolin-1-amine C(C)NC1=NC=C(C2=CC=CC=C12)C(C)NC